ClC=1C2=C(N=CN1)NC=C2C(=O)N2CC(C2)OC2=CC=CC=C2 (4-chloro-7H-pyrrolo[2,3-d]pyrimidin-5-yl)(3-phenoxyazetidin-1-yl)methanone